CC1=NC=C(C=C1NC(=O)C=1N=NN2C1C=CC(=C2)C=2C=NN(C2)C)NC(CN2C1COC(C2)CC1)=O N-[2-methyl-5-[[2-(2-oxa-5-azabicyclo[2.2.2]octan-5-yl)acetyl]amino]-3-pyridyl]-6-(1-methylpyrazol-4-yl)triazolo[1,5-a]pyridine-3-carboxamide